3-(5-bromo-2-pyridyl)azetidine-1-carboxylic acid tert-butyl ester C(C)(C)(C)OC(=O)N1CC(C1)C1=NC=C(C=C1)Br